CC(C)(C)C1=CC=CC=C1O tert-butylphenol